[2-(1H-indol-3-yl)ethyl]pyrimidin-4-amine N1C=C(C2=CC=CC=C12)CCC1=NC=CC(=N1)N